CN1C=NC(=C1)C 3,5-dimethylimidazole